2-hydroxy-N,N-dimethylpropanamide CC(C(=O)N(C)C)O